2-((4-((6,8-dichloro-1,2,3,4-tetrahydronaphthalen-2-yl)oxy)-2-methylene-4-oxobutanoyl)oxy)acetic acid ClC=1C=C2CCC(CC2=C(C1)Cl)OC(CC(C(=O)OCC(=O)O)=C)=O